Cl.CNC(C(=O)NC1=CC=CC=C1)CCCC 2-(methylamino)-N-phenylhexanamide hydrochloride